FC1=NC=NC=N1 monofluoroS-triazine